C(=O)C1=NC=CC=C1OCC1=CC=C(C(=O)O)C=C1 4-(((2-formylpyridin-3-yl)oxy)methyl)benzoic acid